CC1([C@H]([C@@H]1C1=CC=C(C=C1)S(N)(=O)=O)C(=O)NCC(C(C)C)=O)C (1S,3S)-2,2-dimethyl-N-(3-methyl-2-oxobutyl)-3-(4-sulfamoylphenyl)cyclopropanecarboxamide